7-chloro-1-methyl-6-((4-(methylamino)pyrazolo[1,5-a]pyrazin-3-yl)oxy)-N-(3-((1-methylazetidin-3-yl)oxy)-5-(trifluoromethyl)phenyl)-1H-imidazo[4,5-b]pyridin-2-amine ClC1=C2C(=NC=C1OC=1C=NN3C1C(=NC=C3)NC)N=C(N2C)NC2=CC(=CC(=C2)C(F)(F)F)OC2CN(C2)C